2-(3,3-bis(tert-butoxycarbonyl)-5-phenoxy-1,2,3,4-tetrahydronaphthalen-1-yl)acetic acid C(C)(C)(C)OC(=O)C1(CC(C2=CC=CC(=C2C1)OC1=CC=CC=C1)CC(=O)O)C(=O)OC(C)(C)C